Potassium Trimethylsilanolate C[Si]([O-])(C)C.[K+]